C1[C@@H](N(C2=C(N1)N=C(NC2=O)N)C=O)CNC3=CC=C(C=C3)C(=O)N[C@@H](CCC(=O)O)C(=O)O L(-)-5-formyl-5,6,7,8-tetrahydrofolic acid